C1(=CC=C(C=C1)C[C@H](C(=O)N)NC(=O)[C@H]1N(C[C@@H](C1)O)C([C@H](C(C=C)(C)C)N1N=NC(=C1)C1CC1)=O)C1=CC=CC=C1 (2S,4R)-N-((R)-3-([1,1'-biphenyl]-4-yl)-1-amino-1-oxopropan-2-yl)-1-((S)-2-(4-cyclopropyl-1H-1,2,3-triazol-1-yl)-3,3-dimethylpent-4-enoyl)-4-hydroxypyrrolidine-2-carboxamide